ClC1=CC2=C(C=N1)C(=CN2C2=NC(=CC(=C2)OCC2CS(C2)(=O)=O)[C@@]2(COCC2)OC)C (S)-3-(((2-(6-Chloro-3-methyl-1H-pyrrolo[3,2-c]pyridin-1-yl)-6-(3-methoxytetrahydrofuran-3-yl)pyridin-4-yl)oxy)methyl)thietane 1,1-dioxide